FC(C1=NC=C(C(=N1)C1=CC=C(C=C1)C(F)(F)F)O)(F)F 2-(trifluoromethyl)-4-[4-(trifluoromethyl)phenyl]pyrimidin-5-ol